1-Phenyl-3-chlorobenzene C1(=CC=CC=C1)C1=CC(=CC=C1)Cl